1-Methyl-4-(3-((3-(methylamino)-1-phenylpropoxy)methyl)phenyl)-1,4-diazepan-5-one CN1CCN(C(CC1)=O)C1=CC(=CC=C1)COC(CCNC)C1=CC=CC=C1